5-bromo-N-[2-(2,4-dichlorophenyl)ethyl]-2-methylsulfanyl-pyrimidine-4-carboxamide BrC=1C(=NC(=NC1)SC)C(=O)NCCC1=C(C=C(C=C1)Cl)Cl